ClC1=CC(=C(C=C1)C1=NC(=NC2=C1N=C(N(C2=O)C)C)N2CC(OCC2)C=2OC(=NN2)C)F 8-(4-chloro-2-fluorophenyl)-2,3-dimethyl-6-[2-(5-methyl-1,3,4-oxadiazol-2-yl)morpholin-4-yl]pyrimido[5,4-d]pyrimidin-4-one